OC(CNC(=O)C=1SC(=C(N1)C(=O)N1[C@H](CCC1)C)C=1C=NC(=CC1C(F)(F)F)NC1(CCC1)C(F)(F)F)(C)C (S)-N-(2-hydroxy-2-methylpropyl)-4-(2-methylpyrrolidine-1-carbonyl)-5-(4-(trifluoromethyl)-6-((1-(trifluoromethyl)cyclobutyl)amino)pyridin-3-yl)thiazole-2-carboxamide